(1R,3S,4R)-N-((R)-1-cyano-2-((S)-2-oxopiperidin-3-yl)ethyl)-2-((R)-3-cyclopropyl-2-((5-methylpyridin-3-yl)amino)propanoyl)-5,5-difluoro-2-azabicyclo[2.2.2]octane-3-carboxamide C(#N)[C@@H](C[C@H]1C(NCCC1)=O)NC(=O)[C@H]1N([C@H]2CC([C@@H]1CC2)(F)F)C([C@@H](CC2CC2)NC=2C=NC=C(C2)C)=O